OC1=CC(OC2=CC=C(C=C12)OC)=O 4-hydroxy-6-methoxy-2H-chromen-2-one